C(C1=C(C(=CC(=C1)C)C(C)(C)C)O)C1=C(C(=CC(=C1)C)C(C)(C)C)O 2,2'-methylenebis(6-t-butyl-4-methyl-phenol)